3-(4-{6-[2-(4-Bromo-phenyl)-ethylamino]-pyrimidin-4-yl}-phenyl)-[1,2,4]oxadiazol BrC1=CC=C(C=C1)CCNC1=CC(=NC=N1)C1=CC=C(C=C1)C1=NOC=N1